perfluorooctanesulfonate potassium [K+].FC(C(C(C(C(C(C(C(F)(F)F)(F)F)(F)F)(F)F)(F)F)(F)F)(F)F)(S(=O)(=O)[O-])F